C(C)(C)C=1C(=CC(=NC1)C#CC)OC=1C(=NC(=NC1)N)N 5-((5-isopropyl-2-(prop-1-yn-1-yl)pyridin-4-yl)oxy)pyrimidine-2,4-diamine